Dimethyl 1'-benzyl-2H-spiro(benzofuran-3,4'-piperidine)-4,5-dicarboxylate C(C1=CC=CC=C1)N1CCC2(CC1)COC1=C2C(=C(C=C1)C(=O)OC)C(=O)OC